tert-butyl ((S)-1-((2S,3S)-2-hydroxy-5-methyl-1-((((S)-2-oxopyrrolidin-3-yl)methyl)amino)hexan-3-yl)-2-oxopyrrolidin-3-yl)carbamate O[C@@H](CNC[C@H]1C(NCC1)=O)[C@H](CC(C)C)N1C([C@H](CC1)NC(OC(C)(C)C)=O)=O